FC=1C=C(C=C(C1C=O)O)N1CC2CCC(C1)N2C(=O)OC(C)(C)C Tert-Butyl 3-(3-fluoro-4-formyl-5-hydroxyphenyl)-3,8-diazabicyclo[3.2.1]octane-8-carboxylate